NC=1SC=C(N1)C=1N=NN(C1)[C@@H]1[C@H]([C@@H](SC2=CC(=C(C(=C2)Cl)F)Cl)O[C@@H]([C@@H]1O)CO)OC 3,5-dichloro-4-fluoro-phenyl 3-[4-(2-aminothiazol-4-yl)-1H-1,2,3-triazol-1-yl]-3-deoxy-2-O-methyl-1-thio-alpha-D-galactopyranoside